FC(C)(F)C1=C(C=CC(=C1)F)C1=C(C=2C(=C3C=NN(C3=CC2)C2OCCCC2)S1)OC1=CC=C(C=C1)N(C(=O)OC(C)(C)C)C1CN(C1)C(=O)OC(C)(C)C 2-(2-(1,1-difluoroethyl)-4-fluorophenyl)-3-(4-((1-tert-butoxycarbonylazetidin-3-yl)-N-tert-butoxycarbonylamino)phenoxy)-6-(tetrahydro-2H-pyran-2-yl)-6H-thieno[2,3-e]indazole